1-(5-bromoindolin-1-yl)-3-hydroxy-3-methylbutan-1-one BrC=1C=C2CCN(C2=CC1)C(CC(C)(C)O)=O